OC(C(=O)OCC=C)CO allyl 2,3-dihydroxypropionate